C(CC(=O)[O-])[C@@H](C(=O)[O-])N The molecule is an L-alpha-amino acid anion that is the dianion obtained by the deprotonation of the both the carboxy groups of L-glutamic acid. It is a glutamate(2-) and a L-alpha-amino acid anion. It is a conjugate base of a L-glutamate(1-). It is an enantiomer of a D-glutamate(2-).